N1(CCN(CCN(CC1)CC=1C(=C(C=C(C1)C)C(C(=O)N)(CO)CO)O)CC=1C(=C(C=C(C1)C)C(C(=O)N)(CO)CO)O)CC=1C(=C(C=C(C1)C)C(C(=O)N)(CO)CO)O N''-{1,4,7-triazonane-1,4,7-triyltris[methylene(2-hydroxy-5-methyl-3,1-phenylene)]}tris[3-hydroxy-2-(hydroxymethyl)propanamide]